COC1=C(CC=2C(=C(C=C(C2)CC)S(=O)(=O)NC2=NOC3=C2C=CC(=C3)C=3C=NN(C3)C)OC)C=CC(=C1)OC (2,4-Dimethoxybenzyl)-5-ethyl-2-methoxy-N-(6-(1-methyl-1H-pyrazol-4-yl)benzo[d]isoxazol-3-yl)benzenesulfonamide